C(C(=C)C)(=O)OCCCCCCCCCO 1,9-nonanediol methacrylate